[Si].[Fe].[Al].C1(=CC=CC=C1)[Ge]Br phenyl-bromogermanium Aluminum-Iron-Silicon